5-methyl-1-[6-[5-[(6-methylpyridazin-3-yl)amino]benzimidazol-1-yl]-3-[rac-(2R,4R)-4-(difluoromethyl)oxolan-2-yl]pyridin-2-yl]pyrazole-3-carbonitrile CC1=CC(=NN1C1=NC(=CC=C1[C@@H]1OC[C@@H](C1)C(F)F)N1C=NC2=C1C=CC(=C2)NC=2N=NC(=CC2)C)C#N |r|